ClC1=CC(=C(C=C1)C1(OC2=C(O1)C=CC=C2C2CCN(CC2)CC2=NC1=C(N2CC2=CN=NN2CC)C=C(C=C1)C(=O)O)C)F 2-({4-[2-(4-chloro-2-fluorophenyl)-2-methyl-1,3-benzodioxol-4-yl]piperidin-1-yl}methyl)-1-[(1-ethyl-1H-1,2,3-triazol-5-yl)methyl]-1H-benzimidazole-6-carboxylic acid